1,3-diethoxyimidazole hexafluorophosphate F[P-](F)(F)(F)(F)F.C(C)ON1CN(C=C1)OCC